5-(4-amino-7-methyl-5-(4-((6-methylpyridin-2-yl)oxy)phenyl)-7H-pyrrolo[2,3-d]pyrimidin-6-yl)pyrimidine-2-carbonitrile NC=1C2=C(N=CN1)N(C(=C2C2=CC=C(C=C2)OC2=NC(=CC=C2)C)C=2C=NC(=NC2)C#N)C